2-(7-cyanoindol-5-yl)-N-((4,6-dimethyl-2-oxo-1,2-dihydropyridin-3-yl)methyl)-6-methyl-5-(1-morpholinoethyl)indolizine-7-carboxamide C(#N)C=1C=C(C=C2C=CNC12)C=1C=C2C=C(C(=C(N2C1)C(C)N1CCOCC1)C)C(=O)NCC=1C(NC(=CC1C)C)=O